3-methyl-2-(2Z)-2-pentenyl-2-cyclopenten-1-one CC1=C(C(CC1)=O)C\C=C/CC